FC[C@@H]1N(S(OC1)(=O)=O)C(=O)OC(C)(C)C tert-butyl (4R)-4-(fluoromethyl)-2,2-dioxo-oxathiazolidine-3-carboxylate